1-(4,5-dihydro-1H-imidazol-2-yl)isoquinoline N1C(=NCC1)C1=NC=CC2=CC=CC=C12